anti-homocysteine N[C@@H](CCS)C(=O)O